FC(C1=CC=CC(=N1)SCCC(C#N)C#N)(F)F 2-[2-[[6-(trifluoromethyl)-2-pyridinyl]sulfanyl]ethyl]malononitrile